5-(3-fluorophenyl)-N-[(2S)-1-hydroxypropan-2-yl]-6-[4-(trifluoromethyl)phenoxy]pyridine-3-carboxamide FC=1C=C(C=CC1)C=1C=C(C=NC1OC1=CC=C(C=C1)C(F)(F)F)C(=O)N[C@H](CO)C